(9H-fluoren-9-yl)methyl 3-((2S)-1-((2,2-dimethoxy ethyl)(2-methylbutyl)amino)-1-oxopropan-2-ylamino)-3-oxopropylcarbamate COC(CN(C([C@H](C)NC(CCNC(OCC1C2=CC=CC=C2C=2C=CC=CC12)=O)=O)=O)CC(CC)C)OC